C1(CCCCC1)OC1=NC=C(C=C1B(O)O)C 2-CYCLOHEXYLOXY-5-METHYLPYRIDINE-3-BORONIC ACID